C(C)(C)(C)OC(=O)N1[C@@H](CN(CC1)CCCC1=CC2=C(N(C(N2C)=O)C2C(NC(CC2)=O)=O)C=C1)C(=O)O (2S)-1-tert-butoxycarbonyl-4-[3-[1-(2,6-dioxo-3-piperidyl)-3-methyl-2-oxo-benzimidazol-5-yl]propyl]piperazine-2-carboxylic acid